1-(o-fluorophenylethynyl)-2-(vinyloxy)benzene FC1=C(C=CC=C1)C#CC1=C(C=CC=C1)OC=C